ClC=1C(=NC=CC1C1=C(C(=CC=C1)NC1=NC=CC(=C1F)CNC1CCOCC1)Cl)C1=CC(=C(CNCC2CCC(N2)=O)C=C1)OC 5-(((4-(3-chloro-4-(2-chloro-3-((3-fluoro-4-(((tetrahydro-2H-pyran-4-yl)amino)methyl)pyridin-2-yl)amino)phenyl)pyridin-2-yl)-2-methoxybenzyl)amino)methyl)pyrrolidin-2-one